(S)-4-(((S)-3-fluoro-2-methoxypropyl)(4-(5,6,7,8-tetrahydro-1,8-naphthyridin-2-yl)butyl)amino)-2-((8-fluoroquinazolin-4-yl)amino)butanoic acid FC[C@H](CN(CC[C@@H](C(=O)O)NC1=NC=NC2=C(C=CC=C12)F)CCCCC1=NC=2NCCCC2C=C1)OC